(E)-4-(((2-(1H-pyrazol-4-yl)-1H-benzo[d]imidazol-5-yl)imino)methyl)-2,6-dibromobenzene-1,3-diol N1N=CC(=C1)C1=NC2=C(N1)C=CC(=C2)\N=C\C2=C(C(=C(C(=C2)Br)O)Br)O